2-(4-bromophenyl)benzofuran BrC1=CC=C(C=C1)C=1OC2=C(C1)C=CC=C2